(±)-9-[1-(3-chlorophenyl-amino)ethyl]-7-methyl-2-morpholin-4-yl-pyrido[1,2-a]pyrimidin-4-one ClC=1C=C(C=CC1)N[C@H](C)C1=CC(=CN2C1=NC(=CC2=O)N2CCOCC2)C |r|